CS(=O)(=O)[O-].COC(=O)OC1=CC=C(C=C1)[S+](C)C (4-((methoxycarbonyl)oxy)phenyl)dimethylsulfonium methanesulfonate